6-[[4-[(3S)-3-(3,5-difluorophenyl)-1,2-oxazolidine-2-carbonyl]cycloheptyl]methoxy]pyrimidine-4-carboxamide FC=1C=C(C=C(C1)F)[C@H]1N(OCC1)C(=O)C1CCC(CCC1)COC1=CC(=NC=N1)C(=O)N